C[C@@H]1N(C[C@H](N(C1)[C@@H](C1=NC=C(C=C1)C(F)(F)F)C1=CC=C(C=C1)C(F)(F)F)C)C=1C=2N=CN(C2N2C(N1)=NN=C2)CCN(C)C 2-(4-((2S,5R)-2,5-dimethyl-4-((R)-(4-(trifluoromethyl)phenyl)(5-(trifluoromethyl)pyridin-2-yl)methyl)piperazin-1-yl)-1H-[1,2,4]triazolo[3,4-b]purin-1-yl)-N,N-dimethylethan-1-amine